CNC(=O)C1NC=2N(C1)C(=C(N2)C2=NC(=CC=C2)C)C2=CC1=NC=CC=C1S2 N-methyl-6-(6-methylpyridin-2-yl)-5-{thieno[3,2-b]pyridin-2-yl}-1H,2H,3H-imidazo[1,2-a][1,3]diazole-2-carboxamide